5-chloro-2-hydroxybenzophenone ClC=1C=CC(=C(C(=O)C2=CC=CC=C2)C1)O